ClC1=C(C=CC2=CC=CC=C12)CCNC(OC(C)(C)C)=O tert-butyl (2-(1-chloronaphthalen-2-yl)ethyl)carbamate